ClC1=CC=C(S1)C1=NN(C(=C1C1CCC1)NC(=O)NC1CC(C1)(F)F)C 1-(3-(5-chlorothiophen-2-yl)-4-cyclobutyl-1-methyl-1H-pyrazol-5-yl)-3-(3,3-difluorocyclobutyl)urea